tert-butyl (3R)-4-[(4-methoxyphenyl)methyl]-3-[(R)-{2-[3-(1,2-oxazol-4-yl)phenyl]ethoxy}(phenyl)methyl]-2H,3H-pyrido[2,3-b]pyrazine-1-carboxylate COC1=CC=C(C=C1)CN1C2=C(N(C[C@@H]1[C@@H](C1=CC=CC=C1)OCCC1=CC(=CC=C1)C=1C=NOC1)C(=O)OC(C)(C)C)C=CC=N2